C(C)(C)NC1CCN(CC1)C N-isopropyl-1-methylpiperidin-4-amine